ClC1=C2C(=CNC2=C(C=C1)N1CCC(CC1)NC(C1=CC(=C(C=C1)N1CCC(CC1)C(OCCCC)OCCCC)C#N)=O)C#N N-[1-(4-chloro-3-cyano-1H-indol-7-yl)piperidin-4-yl]-3-cyano-4-[4-(dibutoxymethyl)piperidin-1-yl]benzamide